C(C=CCCCCCCCCCCC)(=O)[O-] tetradecenoate